(5-amino-7-methoxyimidazo[1,2-c]quinazolin-2-yl)(2,2-dimethylmorpholino)methanone NC1=NC=2C(=CC=CC2C=2N1C=C(N2)C(=O)N2CC(OCC2)(C)C)OC